(R)-2-((benzyloxy)methyl)tetrahydro-2H-pyran C(C1=CC=CC=C1)OC[C@@H]1OCCCC1